ClC1=CC(=C2C(=CNC2=C1F)C=1C=NNC1)OCC(=O)N 2-[[6-chloro-7-fluoro-3-(1H-pyrazol-4-yl)-1H-indol-4-yl]oxy]acetamide